6-acetyl-8-cyclopentyl-2-((5-(1-(((1s,4s)-4-(hydroxymethyl)cyclohexyl)methyl)piperidin-4-yl)pyridin-2-yl)amino)-5-methylpyrido[2,3-d]pyrimidin-7(8H)-one C(C)(=O)C1=C(C2=C(N=C(N=C2)NC2=NC=C(C=C2)C2CCN(CC2)CC2CCC(CC2)CO)N(C1=O)C1CCCC1)C